7-[8-ethyl-7-fluoro-3-(methoxymethoxy)naphthalen-1-yl]-8-methyl-2-(methylsulfanyl)-4-({[1,2,4]triazolo[1,5-a]pyridin-6-ylmethyl}amino)pyrano[4,3-d]pyrimidin-5-one C(C)C=1C(=CC=C2C=C(C=C(C12)C1=C(C=2N=C(N=C(C2C(O1)=O)NCC=1C=CC=2N(C1)N=CN2)SC)C)OCOC)F